tert-butyl 3,3-dimethyl-2-{[(4-{4-oxo-1H,5H,6H,7H-pyrrolo[3,2-c]pyridin-2-yl}pyridin-3-yl)oxy]methyl}azetidine-1-carboxylate CC1(C(N(C1)C(=O)OC(C)(C)C)COC=1C=NC=CC1C1=CC=2C(NCCC2N1)=O)C